(2-phenyl-benzofuro[3,2-d]pyrimidin-4-yl)glycine C1(=CC=CC=C1)C=1N=C(C2=C(N1)C1=C(O2)C=CC=C1)NCC(=O)O